Pentafluorodecanol FC(C(C(O)(F)F)(F)F)CCCCCCC